2-[(1S,2S)-2-isopropylcyclopropyl]-4,4,5,5-tetramethyl-1,3,2-dioxaborolan C(C)(C)[C@@H]1[C@H](C1)B1OC(C(O1)(C)C)(C)C